C(C1=CC=CC=C1)OC[C@H]1N([C@H](CC1)C#N)C(=O)OC(C)(C)C Tert-butyl (2S,5R)-2-(benzyloxymethyl)-5-cyano-pyrrolidine-1-carboxylate